tert-butyl N-[(1R,3S)-3-(7-dimethylphosphoryl-[1,2,4]triazolo[4,3-a]pyridin-3-yl)cyclohexyl]carbamate CP(=O)(C)C1=CC=2N(C=C1)C(=NN2)[C@@H]2C[C@@H](CCC2)NC(OC(C)(C)C)=O